rel-(2R,3S,4S,5R)-3-(3,4-difluoro-2-methoxyphenyl)-4,5-dimethyl-N-((1R,2S)-2-(1-methyl-1H-pyrazol-4-yl)cyclopropyl)-5-(trifluoromethyl)tetrahydrofuran-2-carboxamide FC=1C(=C(C=CC1F)[C@H]1[C@@H](O[C@]([C@H]1C)(C(F)(F)F)C)C(=O)N[C@H]1[C@@H](C1)C=1C=NN(C1)C)OC |o1:8,9,11,12|